C[C@@H]1N([C@H](C[C@@H]1C(=O)OCC1=CC=CC=C1)C)[C@@H](C)C1=CC=CC=C1 benzyl (2S,3S,5S)-2,5-dimethyl-1-((S)-1-phenylethyl)pyrrolidine-3-carboxylate